C(C)OC(C1=CC=C(C=C1)N(C)C)=O Ethyl-p-(dimethylamino)benzoat